OC=1C(C(=CN2CC3OCCC(N3C(C21)=O)C)C(=O)N)=O 3,4,6,8,12,12a-hexahydro-7-hydroxy-4-methyl-6,8-dioxo-2H-pyrido[1',2':4,5]pyrazino[2,1-b][1,3]oxazine-9-carboxamide